7-cyclopentyl-2-((5-(4-((4-(2,6-dioxopiperidin-3-yl)benzyl)(methyl)amino)piperidin-1-yl)pyridin-2-yl)amino)-N,N-dimethyl-7H-pyrrolo[2,3-d]pyrimidine-6-carboxamide C1(CCCC1)N1C(=CC2=C1N=C(N=C2)NC2=NC=C(C=C2)N2CCC(CC2)N(C)CC2=CC=C(C=C2)C2C(NC(CC2)=O)=O)C(=O)N(C)C